C(C)C(C(=O)[O-])CCCC.[Cr+2].C(C)C(C(=O)[O-])CCCC chromium(II) (2-ethylhexanoate)